2-(3-chloro-7-((2S,5R)-2,5-dimethyl-4-((S)-1-(quinoxalin-6-yl)ethyl)piperazin-1-yl)-4-methyl-5-oxo-4,5-dihydro-2H-pyrazolo[4,3-b]pyridin-2-yl)acetonitrile ClC=1N(N=C2C1N(C(C=C2N2[C@H](CN([C@@H](C2)C)[C@@H](C)C=2C=C1N=CC=NC1=CC2)C)=O)C)CC#N